NC(CNC([C@H](CC1=CC2=CC=CC=C2C=C1)NC(CN)=O)=O)=O (S)-N-(2-amino-2-oxoethyl)-2-(2-aminoacetylamino)-3-(naphthalen-2-yl)propanamide